2-{1'-[(1H-indazol-5-yl)carbonyl]-4-methyl-2-oxo-1,2-dihydrospiro[indole-3,4'-piperidine]-1-yl}acetic acid N1N=CC2=CC(=CC=C12)C(=O)N1CCC2(CC1)C(N(C1=CC=CC(=C12)C)CC(=O)O)=O